ClCC(=O)OCC(C)(C)N1N=CC(=C1)C1=CN2C(S1)=C(C=N2)C(NC=2C(=NC=C(C2)NC(CCl)=O)C)=O 2-(4-(7-((5-(2-chloroacetamido)-2-methylpyridin-3-yl) carbamoyl) pyrazolo[5,1-b]thiazol-2-yl)-1H-pyrazol-1-yl)-2-methylpropyl 2-chloroacetate